2-(Butylsulfanyl)-6-chloro-9-ethyl-9H-purine C(CCC)SC1=NC(=C2N=CN(C2=N1)CC)Cl